[Na+].[Na+].[Si]([O-])([O-])(O)O Silicic acid disodium salt